C(C)(C)(C)OC(=O)N(S(=O)(=O)C)CC1(CN(C1)C(=O)OC(C)(C)C)CN(S(=O)(=O)C)C(=O)OC(C)(C)C tert-butyl 3,3-bis({N-[(tert-butoxy)carbonyl]methanesulfonamido}methyl)azetidine-1-carboxylate